O=C(CC=O)C1=C(C=CC=C1)Cl 3-oxo-3-(2-chlorophenyl)-propanal